1,2-bis-(3-aminophenoxy)benzene NC=1C=C(OC2=C(C=CC=C2)OC2=CC(=CC=C2)N)C=CC1